C(CCCCCCCCC)N1C(CCCC1)=O 1-N-decyl-2-piperidone